(E)-3-(3,4-Dimethoxyphenyl)-1-[4-[2-hydroxy-3-(4-phenylpiperazin-1-yl)propoxy]phenyl]prop-2-en-1-one COC=1C=C(C=CC1OC)/C=C/C(=O)C1=CC=C(C=C1)OCC(CN1CCN(CC1)C1=CC=CC=C1)O